ClC1=CC(=C(C=N1)C=O)C(F)(F)F 6-chloro-4-(trifluoromethyl)pyridine-3-carbaldehyde